C1(CC1)C=1C(=NC(=NC1C=1N=CN(C1)C)N(C)C1=C(C=C(C=C1F)S(=O)(=O)C)F)NC1=NNC(=C1)C1CC1 5-cyclopropyl-N4-(5-cyclopropyl-1H-pyrazol-3-yl)-N2-(2,6-difluoro-4-(methylsulfonyl)phenyl)-N2-methyl-6-(1-methyl-1H-imidazol-4-yl)pyrimidine-2,4-diamine